BrC1=CC=C(C=C1)C=1N=NN(C1)C1C(C(OC(C1O)CO)C(=O)N([C@@H]1[C@H](CCC1)O)C1=CC(=CC(=C1)C#N)Cl)OC 4-(4-(4-bromophenyl)-1H-1,2,3-triazol-1-yl)-N-(3-chloro-5-cyanophenyl)-5-hydroxy-N-((1S,2S)-2-hydroxycyclopentyl)-6-(hydroxymethyl)-3-methoxytetrahydro-2H-pyran-2-carboxamide